bis-(2-methoxyethoxy)aluminium hydride COCCO[AlH]OCCOC